OC[C@H]1O[C@H]([C@@H]([C@H]([C@@H]1O)O)O)OCCC1=CC=CC=C1 (2R,3S,4S,5R,6R)-2-(hydroxymethyl)-6-phenethyloxytetrahydro-2H-pyran-3,4,5-triol